FC1=C(C(=O)NC=2C=CC=C3C=CC=NC23)C=C(C=C1)F 2,5-difluoro-N-(quinolin-8-yl)benzamide